C(#N)/C(/C(=O)OCCCOC)=C\1/C=C(CCC1)NCCCOC 3-methoxypropyl (2Z)-cyano{3-[(3-methoxypropyl)amino]cyclohex-2-en-1-ylidene}ethanoate